((R)-1-(4-{7-cyclopropyl-5-[(1R)-1-methyl-1,2,3,4-tetrahydroisoquinoline-2-carbonyl]pyrazolo[1,5-a]pyrimidin-2-yl}-3-fluorophenyl)pyrrolidin-3-yl)-2-methylpropanoate C1(CC1)C1=CC(=NC=2N1N=C(C2)C2=C(C=C(C=C2)N2C[C@@H](CC2)OC(C(C)C)=O)F)C(=O)N2[C@@H](C1=CC=CC=C1CC2)C